C1CCC(CC1)[NH3+].C1=CC=C2C(=C1)C=C(N2)[C@]3([C@H]([C@@H](O[C@@]([C@]3(O)Cl)(C(=O)[O-])Br)O)O)O 5-bromo-4-chloro-3-indolyl-beta-D-glucuronic acid cyclohexylammonium salt